2-[(5-amino-2-pyridyl)oxy]-1-(1,1-dioxo-1,4-thiazinan-4-yl)ethanone NC=1C=CC(=NC1)OCC(=O)N1CCS(CC1)(=O)=O